diEthyl ketone C(C)C(=O)CC